C[Si](CCOCC1(CC12N(CCCC2)C(=O)N)C=2C=NNC2)(C)C [2-(trimethylsilyl)ethoxy]methylpyrazol-4-yl-4-azaspiro[2.5]octane-4-carboxamide